(2s,4S)-N-((1s,3S)-3-Cyclohexylcyclobutyl)-N-methyl-6-oxo-7-oxa-5-azaspiro[3.4]octane-2-carboxamide C1(CCCCC1)C1CC(C1)N(C(=O)C1CC2(C1)NC(OC2)=O)C